(quinoline-2-yl)propanehydrazide N1=C(C=CC2=CC=CC=C12)C(C(=O)NN)C